Methylglyoxal-1,1-dimethylacetal COC(C=O)(C)OC